(Z)-octadec-9-en-1-amine C(CCCCCCC\C=C/CCCCCCCC)N